9-(2-phenanthryl)-9H-carbazole C1=C(C=CC=2C3=CC=CC=C3C=CC12)N1C2=CC=CC=C2C=2C=CC=CC12